C(C=C)(=O)N1CCN(CC1)C=1C2=C(N=CN1)CCN(C2)C=2C=C(C(=NC2)OC)NS(=O)(=O)C2=C(C=C(C=C2)F)F N-(5-(4-(4-acryloylpiperazin-1-yl)-7,8-dihydropyrido[4,3-d]pyrimidin-6(5H)-yl)-2-methoxypyridin-3-yl)-2,4-difluorobenzenesulfonamide